(S)-9-[2-(1-Methyl-cyclopentyl)-2-oxo-ethyl]-2-((R)-3-methyl-morpholin-4-yl)-8-trifluoromethyl-6,7,8,9-tetrahydro-pyrimido[1,2-a]-pyrimidin-4-one CC1(CCCC1)C(CN1[C@@H](CCN2C1=NC(=CC2=O)N2[C@@H](COCC2)C)C(F)(F)F)=O